SCCCN1C(N(C(N(C1=O)CCCS)=O)CCCS)=O 1,3,5-tris(3-mercaptopropyl)-1,3,5-triazin-2,4,6-trione